N1(N=CC2=CC=CC=C12)C1N(CCCC1)C(=O)OC(C)(C)C tert-butyl (1H-indazol-1-yl)piperidine-1-carboxylate